CC1=C2COCC2=C(C(=C1OC)C)C 4,6-dimethyl-5-methoxy-7-methyl-1,3-dihydroisobenzofuran